4-amino-7-bromopyrrolo[1,2-a]quinoxaline-2-carboxylic acid ethyl ester C(C)OC(=O)C=1C=C2N(C3=CC=C(C=C3N=C2N)Br)C1